cetyl glutamate N[C@@H](CCC(=O)[O-])C(=O)OCCCCCCCCCCCCCCCC